Cl.Cl.COC1=CC=C(CNC2(CCNCC2)CO)C=C1 (4-(4-methoxybenzylamino)piperidin-4-yl)methanol dihydrochloride